C(C1=CC=CC=C1)NOS(O)(=O)=O N-benzylaminosulfuric acid